(E)-3-(7-amino-1H-indol-3-yl)-2-methyl-1-(3,4,5-trimethoxyphenyl)prop-2-en-1-one NC=1C=CC=C2C(=CNC12)/C=C(/C(=O)C1=CC(=C(C(=C1)OC)OC)OC)\C